1-(3-Chloro-5-cyanophenyl)-6-(2-methyl-1-oxo-1,2,3,4-tetrahydroisoquinolin-7-yl)-7-oxo-4,5,6,7-tetrahydro-1H-pyrazolo[3,4-c]pyridine-3-carboxylic acid ethyl ester C(C)OC(=O)C1=NN(C=2C(N(CCC21)C2=CC=C1CCN(C(C1=C2)=O)C)=O)C2=CC(=CC(=C2)C#N)Cl